[(3R)-3-methyl[1,4'-bipiperidine]-1'-yl](2-{[1-(pyridin-2-yl)butyl]amino}-1,3-thiazol-5-yl)methanone C[C@H]1CN(CCC1)C1CCN(CC1)C(=O)C1=CN=C(S1)NC(CCC)C1=NC=CC=C1